BrC1=C(C(=CC=C1I)[N+](=O)[O-])CC#N 2-(2-bromo-3-iodo-6-nitrophenyl)acetonitrile